8-(4-Chloro-3,5-difluorophenyl)-2-methanesulfinyl-7-(oxan-2-yl)-3H-pyrazolo[1,5-a][1,3,5]triazin-4-one ClC1=C(C=C(C=C1F)C=1C(=NN2C1N=C(NC2=O)S(=O)C)C2OCCCC2)F